(S)-1-((2-((2-bromo-[1,1'-biphenyl]-3-yl)methoxy)-4-methoxy-6-(pyridin-3-ylmethoxy)pyrimidin-5-yl)methyl)piperidine-2-carboxylic acid BrC1=C(C=CC=C1COC1=NC(=C(C(=N1)OC)CN1[C@@H](CCCC1)C(=O)O)OCC=1C=NC=CC1)C1=CC=CC=C1